BrC=1C=C(C[C@@H](N)C(=O)O)C=CC1 3-bromo-D-phenylalanine